1,1'-dimethyl-4,4'-dihydro-bipyridyl CN1C(=CCC=C1)C=1N(C=CCC1)C